2-amino-N-((S)-1-(8-chloro-1-oxo-2-phenyl-1,2-dihydroisoquinolin-3-yl)ethyl)-5-(2-((S)-1-cyclopropylethyl)-7-methyl-1-oxoisoindolin-5-yl)pyrazolo[1,5-a]pyrimidine-3-carboxamide NC1=NN2C(N=C(C=C2)C=2C=C3CN(C(C3=C(C2)C)=O)[C@@H](C)C2CC2)=C1C(=O)N[C@@H](C)C=1N(C(C2=C(C=CC=C2C1)Cl)=O)C1=CC=CC=C1